NC1=NC=CC(=C1)C=1C=CC2=C(N(C(CC(=C2)C=2OC(=CN2)C)=O)CC2=CC=C(C=C2)OC)C1 8-(2-Aminopyridin-4-yl)-1-(4-methoxybenzyl)-4-(5-methyloxazol-2-yl)-1,3-dihydro-2H-benzo[b]azepin-2-one